tris(3-sulfophenyl)-phosphine S(=O)(=O)(O)C=1C=C(C=CC1)P(C1=CC(=CC=C1)S(=O)(=O)O)C1=CC(=CC=C1)S(=O)(=O)O